6-(4-chlorophenyl)-2-(3-fluorobenzyl)pyridazin-3(2H)-one ClC1=CC=C(C=C1)C=1C=CC(N(N1)CC1=CC(=CC=C1)F)=O